4-(4-oxo-5-propyl-3H-imidazo[2,1-b]purin-2-yl)pyrazol O=C1C=2NC(=NC2N2C(N1CCC)=NC=C2)C=2C=NNC2